3-ethoxyperfluoro(2-methylpentane) C(C)OC(C(C(F)(F)F)(C(F)(F)F)F)(C(C(F)(F)F)(F)F)F